(4-(4-((3-(2,3-difluoro-4-methoxyphenyl)imidazo[1,2-a]pyrazin-8-yl)amino)-2-methylbenzoyl)piperazin-1-yl)((2R,3S,4R)-3,4-dihydroxypyrrolidin-2-yl)methanone FC1=C(C=CC(=C1F)OC)C1=CN=C2N1C=CN=C2NC2=CC(=C(C(=O)N1CCN(CC1)C(=O)[C@@H]1NC[C@H]([C@H]1O)O)C=C2)C